C(C)(=O)NC1=C(C=C(C(=O)N(C)C)C=C1[N+](=O)[O-])Br 4-acetamido-3-bromo-N,N-dimethyl-5-nitrobenzamide